methyl 4-((5-hydroxy-4-methyl-9,10-dioxo-9,10-dihydroanthracen-2-yl)oxy)butanoate OC1=C2C(C=3C(=CC(=CC3C(C2=CC=C1)=O)OCCCC(=O)OC)C)=O